FC(/C(/OC1O[C@@H](CC[C@H]1N=[N+]=[N-])[C@H](C)N(C(=O)OCC1=CC=CC=C1)CC1=CC=CC=C1)=N\C1=CC=CC=C1)(F)F (3R,6S)-3-azido-6-((S)-1-(benzyl((benzyloxy)carbonyl)amino)ethyl)tetrahydro-2H-pyran-2-yl (E)-2,2,2-trifluoro-N-phenylacetimidate